4-methoxycarbonylbicyclo[2.2.2]octane-1-carboxylic acid COC(=O)C12CCC(CC1)(CC2)C(=O)O